tert-butyl (S)-4-(1-((7-methoxy-2-methylimidazo[1,2-a]pyrimidin-6-yl)carbamoyl)-2,3-dihydro-1H-pyrrolo[2,3-b]pyridin-4-yl)-2-methylpiperazine-1-carboxylate COC1=NC=2N(C=C1NC(=O)N1CCC=3C1=NC=CC3N3C[C@@H](N(CC3)C(=O)OC(C)(C)C)C)C=C(N2)C